COC=1C(=C2C=CNC2=C(C1)C)CN1[C@@H](CC2(CC(C2)C#N)CC1)C1=CC=C(C=C1)C(=O)N1CCN(CC1)CC(F)(F)F (2R,4r,6S)-7-((5-methoxy-7-methyl-1H-indol-4-yl)methyl)-6-(4-(4-(2,2,2-trifluoroethyl)piperazine-1-carbonyl)phenyl)-7-azaspiro[3.5]nonane-2-carbonitrile